(S)-(-)-4-((5-(3-Hydroxy-3-methyl-2-oxoindolin-1-yl)pyridin-3-yl)methyl)phthalazin-1(2H)-one methanesulfonate CS(=O)(=O)O.O[C@@]1(C(N(C2=CC=CC=C12)C=1C=C(C=NC1)CC1=NNC(C2=CC=CC=C12)=O)=O)C